BrC=1C=C(C=CC1)S(=O)(=O)Cl 3-bromobenzenesulfonyl chloride